C(C)(=O)O[C@H]1[C@H](O[C@@]2(CCCO2)[C@@H]([C@H]1OCC#C)OC(C)=O)CO[Si](C)(C)C(C)(C)C (5S,7R,8S,9S,10R)-7-(((tert-butyldimethylsilyl)oxy)methyl)-9-(prop-2-yn-1-yloxy)-1,6-dioxaspiro[4.5]decane-8,10-diyl diacetate